C(=O)([O-])C(O)C(O)C(=O)[O-].[OH+]1C=CC=C1.[OH+]1C=CC=C1 furanium tartrate